methyl 3-amino-5-bromo-2-naphthoate NC=1C(=CC2=CC=CC(=C2C1)Br)C(=O)OC